CN1N=C2C=CC(=CC2=C1)C1=NC=2C=NC=NC2NC1=O 6-(2-methyl-2H-indazol-5-yl)pteridin-7(8H)-one